FC(CN1C(=NC2=C1C=C(C=C2)C2=CNC=1N=C(N=C(C12)OC)N[C@@H]1CCC(N(C1)C)=O)C)F (R)-5-((5-(1-(2,2-difluoroethyl)-2-methyl-1H-benzo[d]imidazol-6-yl)-4-methoxy-7H-pyrrolo[2,3-d]pyrimidin-2-yl)amino)-1-methylpiperidin-2-one